C(C)N(C(=O)Cl)CC N,N-diethylcarbamic acid chloride